methyl (2-((tert-butoxycarbonyl)amino)-2-methylpropyl)(1-(5-fluoro-4-(trifluoromethyl)pyridin-2-yl)cyclopropyl)carbamate C(C)(C)(C)OC(=O)NC(CN(C(OC)=O)C1(CC1)C1=NC=C(C(=C1)C(F)(F)F)F)(C)C